5-chloro-2-[(3,4,4-trifluoro-3-buten-1-yl)sulfonyl]thiazole ClC1=CN=C(S1)S(=O)(=O)CCC(=C(F)F)F